6-methyl-4-vinyl-1,4-dihydro-2H-benzo[d][1,3]oxazin-2-one CC1=CC2=C(NC(OC2C=C)=O)C=C1